FC1=CC=C(C=C1)[C@@H]([C@H](C)OC([C@@H](NC(=O)OC(C)(C)C)C)=O)C(C)C (tert-butoxycarbonyl)-L-alanine (2S,3S)-3-(4-fluorophenyl)-4-methylpent-2-yl ester